C(C)N1C(C(C2=CC=CC=C12)(C)C)/C=C/NC1=CC=CC=C1 (E)-N-(2-(1-ethyl-3,3-dimethylindol-2-yl)vinyl)aniline